methyl (S)-4-(3-(1-(5-fluoro-3-methylbenzofuran-2-yl)-2-methylpropyl)ureido)thiophene-2-carboxylate FC=1C=CC2=C(C(=C(O2)[C@H](C(C)C)NC(NC=2C=C(SC2)C(=O)OC)=O)C)C1